N1(CCC1)C=1C2=C(N=C(N1)C)CN([C@H]2C)C(=O)[C@H]2CN(CC2)C2=CC(=NC(=C2)C(F)(F)F)C ((S)-4-(azetidin-1-yl)-2,5-dimethyl-5,7-dihydro-6H-pyrrolo[3,4-d]pyrimidin-6-yl)((R)-1-(2-methyl-6-(trifluoromethyl)pyridin-4-yl)pyrrolidin-3-yl)methanone